4',6'-bis(4-(9H-carbazol-9-yl)phenyl)-4,4''-di(9H-carbazol-9-yl)-5'-(1-phenyl-1H-benzo[d]imidazol-2-yl)-[1,1':2',1''-terphenyl]-3'-carbonitrile C1=CC=CC=2C3=CC=CC=C3N(C12)C1=CC=C(C=C1)C1=C(C(=C(C(=C1C1=NC2=C(N1C1=CC=CC=C1)C=CC=C2)C2=CC=C(C=C2)N2C1=CC=CC=C1C=1C=CC=CC21)C2=CC=C(C=C2)N2C1=CC=CC=C1C=1C=CC=CC21)C2=CC=C(C=C2)N2C1=CC=CC=C1C=1C=CC=CC21)C#N